2-(4-bromophenyl)-6-(hydroxymethyl)-4-oxocyclohexane-1-carboxylic acid BrC1=CC=C(C=C1)C1C(C(CC(C1)=O)CO)C(=O)O